FC(C=1C(=C(C=CC1)[C@@H](C)NC1=NC(=NC2=CC(=C(C=C12)I)OC)C)F)F N-[(1R)-1-[3-(difluoromethyl)-2-fluoro-phenyl]ethyl]-6-iodo-7-methoxy-2-methyl-quinazolin-4-amine